OC1=C(C(=C(C=C1)CC(=O)[O-])O)O.[Li+] lithium trihydroxybenzeneacetate